Br[O-].C(CCCCCCCCC)[N+](C)(C)CCCCCCCCCC didecyl-dimethyl-ammonium hypobromite